N-(7-fluoro-2-oxo-1,2,3,4-tetrahydroquinolin-6-yl)-5-methylnicotinamide FC1=C(C=C2CCC(NC2=C1)=O)NC(C1=CN=CC(=C1)C)=O